C1(=CC=CC=C1)C=1N=C(N=NC1C1=CC=CC=C1)OCCN(C)C 2-[(5,6-diphenyl-1,2,4-triazin-3-yl)oxy]-N,N-dimethyl-ethanamine